[N+](=[N-])=CC(CC[C@@H](C(=O)OC(C([2H])([2H])[2H])C)NC([C@H](CCSC)OC([2H])([2H])[2H])=O)=O propan-2-yl-1,1,1-d3 (2S)-6-diazo-2-((S)-2-(methoxy-d3)-4-(methylthio) butanamido)-5-oxohexanoate